tert-butyl (S)-(2-(3,5-difluorophenyl)-1-(6-(5-methyl-3-oxo-2,3-dihydro-[1,2,4]triazolo[4,3-a]pyridin-6-yl)-2-phenyl-1H-pyrrolo[3,2-b]pyridin-5-yl)ethyl)carbamate FC=1C=C(C=C(C1)F)C[C@@H](C1=C(C=C2C(=N1)C=C(N2)C2=CC=CC=C2)C=2C=CC=1N(C2C)C(NN1)=O)NC(OC(C)(C)C)=O